COC(=O)C1(CC1)C1=CC=C(C=C1)CCC(=O)O 3-(4-(1-(methoxycarbonyl)cyclopropyl)phenyl)propanoic acid